C(C)(C)(C)OC(=O)OC[C@@H](C1=CC=C(C=C1)C1=C(N=CS1)C)NC(OC(C)(C)C)=O tert-butyl (R)-(2-((tert-butoxycarbonyl)oxy)-1-(4-(4-methylthiazol-5-yl)phenyl) ethyl)carbamate